methyl 2-(7-bromo-4-(1-ethoxyvinyl)-1-oxophthalazin-2(1H)-yl)acetate BrC1=CC=C2C(=NN(C(C2=C1)=O)CC(=O)OC)C(=C)OCC